4-(4-cyanophenyl)-6-(((tetrahydro-2H-pyran-4-yl)methyl)amino)isoindoline-2-carbonitrile C(#N)C1=CC=C(C=C1)C1=C2CN(CC2=CC(=C1)NCC1CCOCC1)C#N